C(C)N1CCC(CC1)C=1C=C(C=C(C1)C(F)(F)F)NC(C1=CC(=C(C=C1)C)NC1=NC=CC(=N1)C=1C=NC=CC1)=O N-[3-(1-Ethyl-piperidin-4-yl)-5-trifluoromethyl-phenyl]-4-methyl-3-(4-pyridin-3-yl-pyrimidin-2-ylamino)-benzamide